7-(1-Benzylpiperidin-3-yl)-6-methyl-3-(pyridin-4-yl)pyrazolo[1,5-a]pyrimidine C(C1=CC=CC=C1)N1CC(CCC1)C1=C(C=NC=2N1N=CC2C2=CC=NC=C2)C